N[C@@]1(CN(CC1)C1=C(C=NC=C1C1=CC(=CC(=C1)F)F)C(=O)NC(C1CC1)C1CC1)C 4-[(3S)-3-amino-3-methylpyrrolidin-1-yl]-N-(dicyclopropylmethyl)-5-(3,5-difluorophenyl)pyridine-3-carboxamide